(2S)-1-{[(3S)-3-(aminomethyl)-1-hydroxy-1,3-dihydrobenzo[2,1-c][1,2]oxaborol-7-yl] oxy}-3-[(2-methylpropanoyl) oxy]propan-2-yl 2-methylpropanoate hydrochloride Cl.CC(C(=O)O[C@@H](COC1=CC=CC2=C1B(O[C@@H]2CN)O)COC(C(C)C)=O)C